(2S)-2-amino-3-(1H-indol-3-yl)propanamide N[C@H](C(=O)N)CC1=CNC2=CC=CC=C12